CNCCC[Si](OC)(OC)C N-methyl-γ-aminopropylmethyldimethoxysilane